[(3R,5S)-5-[4-[4-[[3-(2,3-difluoro-4-methoxy-phenyl)imidazo[1,2-a]pyrazin-8-yl]amino]-2-methyl-benzoyl]piperazine-1-carbonyl]pyrrolidin-3-yl] (2S)-2-amino-5-guanidino-pentanoate N[C@H](C(=O)O[C@H]1CN[C@@H](C1)C(=O)N1CCN(CC1)C(C1=C(C=C(C=C1)NC=1C=2N(C=CN1)C(=CN2)C2=C(C(=C(C=C2)OC)F)F)C)=O)CCCNC(=N)N